NC=1C(=NC(=C(N1)F)C1=C(C(=C(C=C1)N1CCOCC1)CN(C)C)F)C=1C=C2CCNC(C2=CC1F)=O 6-(3-amino-6-(3-((dimethylamino)methyl)-2-fluoro-4-morpholinophenyl)-5-fluoropyrazin-2-yl)-7-fluoro-3,4-dihydroisoquinolin-1(2H)-one